N-(2,6-difluorophenyl)-5-fluoro-4-[(8R,S)-8-hydroxy-3-oxo-5,6,7,8-tetrahydro[1,2,4]triazolo[4,3-a]pyridin-2(3H)-yl]-2-{[(2S)-1,1,1-trifluoropropan-2-yl]oxy}benzamide FC1=C(C(=CC=C1)F)NC(C1=C(C=C(C(=C1)F)N1N=C2N(CCC[C@H]2O)C1=O)O[C@H](C(F)(F)F)C)=O